2-(benzyloxy)-5-bromo-3-methoxybenzaldehyde C(C1=CC=CC=C1)OC1=C(C=O)C=C(C=C1OC)Br